N1=CC=CC=2C(CC(NC12)=O)=O [1,8]Naphthyridine-5,7(8H)-dione